FC1=CC=C(CN2N=CC(=C2)CNC2=NC=3N([C@@H](C(N(C3C=N2)C)=O)CCC)C)C=C1 (R)-2-(((1-(4-fluorobenzyl)-1H-pyrazol-4-yl)methyl)amino)-5,8-dimethyl-7-propyl-7,8-dihydropteridin-6(5H)-one